NC=1SC(=CN1)CN1C(CN(CC1)CC(=O)NC1=CC=C(C=C1)N1CCN(CC1)C(C)=O)C 2-(4-((2-aminothiazol-5-yl)methyl)-3-methylpiperazin-1-yl)-N-(4-(4-acetylpiperazin-1-yl)phenyl)acetamide